1-(((3S)-1-((3-cyano-1-azetidinyl)sulfonyl)-3-piperidinyl)carbonyl)-N-((1r,3S)-3-(hydroxymethyl)-2,3-dihydro-1H-inden-1-yl)-D-prolinamide C(#N)C1CN(C1)S(=O)(=O)N1C[C@H](CCC1)C(=O)N1[C@H](CCC1)C(=O)N[C@@H]1C[C@@H](C2=CC=CC=C12)CO